C(C)(C)(C)OC(=O)N1[C@H]([C@@H](C(C1)(F)F)OS(=O)(=O)C(F)(F)F)CC1=CC(=CC=C1)Cl (2S,3S)-2-[(3-chlorophenyl)methyl]-4,4-difluoro-3-[(trifluoromethanesulfonyl)oxy]pyrrolidine-1-carboxylic acid tert-butyl ester